4-(dipentylamino)benzene C(CCCC)N(C1=CC=CC=C1)CCCCC